CC=1C(NC(N(C1)[C@@H]1C=C[C@@H](O1)OCP(=O)(OC1=CC=CC=C1)N[C@@H](C)C(=O)OCC)=O)=O ethyl (((((2S,5S)-5-(5-methyl-2,4-dioxo-3,4-dihydropyrimidin-1(2H)-yl)-2,5-dihydrofuran-2-yl) oxy) methyl) (phenoxy)phosphoryl)-L-alaninate